1-(4-acryloyl-1-piperazinyl)-4-benzyl-7-chloro-6-(5-methyl-1H-indazol-4-yl)phthalazine C(C=C)(=O)N1CCN(CC1)C1=NN=C(C2=CC(=C(C=C12)Cl)C1=C2C=NNC2=CC=C1C)CC1=CC=CC=C1